methyl 4-bromo-2-(bromomethyl)-5-methoxy-benzoate BrC1=CC(=C(C(=O)OC)C=C1OC)CBr